CC(C(=O)OCCC1=C(C=C(C=C1)Cl)N)(C)F 2-(2-amino-4-chlorophenyl)ethan-1-ol Methyl-2-(R)-fluoropropionate